2-Chloro-7-methyl-9-(4-oxaspiro[2.5]oct-7-yl)-7,9-dihydro-8H-purin-8-one ClC1=NC=C2N(C(N(C2=N1)C1CCOC2(CC2)C1)=O)C